(difluoro(2-(((3S,6S,9aS)-3-(3-(4-hydroxypyrimidin-2-yl)azetidine-1-carbonyl)-5-oxooctahydro-1H-pyrrolo[1,2-a]azepin-6-yl)carbamoyl)benzo[b]thiophen-5-yl)methyl)phosphonic acid FC(C1=CC2=C(SC(=C2)C(N[C@H]2CCC[C@@H]3N(C2=O)[C@@H](CC3)C(=O)N3CC(C3)C3=NC=CC(=N3)O)=O)C=C1)(F)P(O)(O)=O